C1(CC1)C=1C(=C2C(C(N(C2=C(C1)F)CC(=O)NC[C@H]([C@@H](C(=O)OC)C)C)=O)(C)C)F methyl (2S,3S)-4-(2-(5-cyclopropyl-4,7-difluoro-3,3-dimethyl-2-oxoindolin-1-yl)acetamido)-2,3-dimethylbutanoate